N-(5-(((1S,4S)-2-oxa-5-azabicyclo[2.2.1]hept-5-yl)methyl)-4'-((2-(1,1-difluoroethyl)-6-ethylpyrimidin-4-yl)amino)-[2,3'-bipyridyl]-6'-yl)acetamide [C@@H]12OC[C@@H](N(C1)CC=1C=CC(=NC1)C=1C=NC(=CC1NC1=NC(=NC(=C1)CC)C(C)(F)F)NC(C)=O)C2